FC=1C=C(CNC=2C=CC(=C(C(=O)OCC)C2)N2CCOCC2)C=CC1OC ethyl 5-((3-fluoro-4-methoxybenzyl) amino)-2-morpholinobenzoate